N1=NN=CC=C1.[Zn] zinc triazine